2-thioxo-quinazoline S=C1NC2=CC=CC=C2C=N1